FC1=C(C(=C2C=CNC2=C1F)SC)OC=1C=CC(=C(C1)C=1N(C=C(N1)C1(CCOC2=C(C=CC=C12)CCC(=O)O)C)C)F 3-[4-[2-[5-[(6,7-difluoro-4-methylsulfanyl-1H-indol-5-yl)oxy]-2-fluoro-phenyl]-1-methyl-imidazol-4-yl]-4-methyl-chroman-8-yl]propanoic acid